2-(2-chlorophenyl)-N-(4-(((5-fluoropyridin-2-yl)oxy)methyl)-3-sulfamoylphenyl)acetamide ClC1=C(C=CC=C1)CC(=O)NC1=CC(=C(C=C1)COC1=NC=C(C=C1)F)S(N)(=O)=O